C(C)(C)(C)OC(=O)N1CC(C1)C1=CC(=C(CN2CC(C(CC2)C(=O)OC)C)C(=C1)C)C methyl 1-(4-(1-(tert-butoxycarbonyl)azetidin-3-yl)-2,6-dimethylbenzyl)-3-methylpiperidine-4-carboxylate